5-bromo-2-(3-chloro-2-pyridinyl)-N-(1,6-dibromo-3-carbamoyl-2-naphthyl)pyrazole-3-carboxamide BrC=1C=C(N(N1)C1=NC=CC=C1Cl)C(=O)NC1=C(C2=CC=C(C=C2C=C1C(N)=O)Br)Br